3-fluoro-4-(((4-(piperidin-4-ylamino)pyrimidin-2-yl)oxy)methyl)benzonitrile FC=1C=C(C#N)C=CC1COC1=NC=CC(=N1)NC1CCNCC1